C(=C)[Si](OCCCCCC)(OCCCCCC)OCCCCCC vinyl-tris(n-hexyloxy)silane